2-[(1-ethylpyrrolidin-3-yl)methyl]-7-(1H-pyrazol-1-yl)-1H-imidazo[4,5-c]quinolin C(C)N1CC(CC1)CC=1NC2=C(C=NC=3C=C(C=CC23)N2N=CC=C2)N1